F[P-](F)(F)(F)(F)F.C1(=CC=CC=C1)C1=[S+]C(=CC(=C1)C1=CC=CC=C1)C1=CC=CC=C1 2,4,6-triphenylthiopyrylium hexafluorophosphate